4-((2-((4-((2-azaspiro[3.3]heptan-6-yl)carbamoyl)phenyl)amino)-5-fluoropyrimidin-4-yl)amino)-N-(2-chlorophenyl)benzamide C1NCC12CC(C2)NC(=O)C2=CC=C(C=C2)NC2=NC=C(C(=N2)NC2=CC=C(C(=O)NC1=C(C=CC=C1)Cl)C=C2)F